n-octadecane butyl-n-octadecanoate tert-butyl-2-(((1r,3r,5r,7r)-adamantan-2-yl)amino)-5-(cyclohexylamino)nicotinate C(C)(C)(C)OC(C1=C(N=CC(=C1)NC1CCCCC1)NC1C2CC3CC(CC1C3)C2)=O.C(CCC)OC(CCCCCCCCCCCCCCCCC)=O.CCCCCCCCCCCCCCCCCC